ClC1=CC=C(CNP(=O)(CC2=CC=C(C=C2)C2=NOC(=N2)C(F)(F)F)C)C=C1 N-(4-chlorobenzyl)-P-methyl-P-(4-(5-(trifluoromethyl)-1,2,4-oxadiazol-3-yl)benzyl)phosphinic amide